4,8-Diphenyl-2-(9,9'-spirobi[fluorene]-2'-yl)benzofuro[3,2-d]pyrimidin C1(=CC=CC=C1)C=1C2=C(N=C(N1)C1=CC3=C(C=C1)C1=CC=CC=C1C31C3=CC=CC=C3C=3C=CC=CC13)C1=C(O2)C=CC(=C1)C1=CC=CC=C1